C(C)[C@@]1(CN2C(O1)=C(C=N2)[S@@](=O)(N)=NC(NC2=C1C[C@H](CC1=CC=1CCCC21)F)=O)C (R,2R)-2-ethyl-N'-(((S)-2-fluoro-1,2,3,5,6,7-hexahydro-s-indacen-4-yl)carbamoyl)-2-methyl-2,3-dihydropyrazolo[5,1-b]oxazole-7-sulfonimidamide